7-((2-(2,6-dioxopiperidin-3-yl)-1-oxoisoindol-4-yl)amino)heptanoic acid tert-butyl ester C(C)(C)(C)OC(CCCCCCNC1=C2CN(C(C2=CC=C1)=O)C1C(NC(CC1)=O)=O)=O